FC=1C=C(C=C(C1)F)[C@@H]1CC=NN1C(=O)N1CCN(CC1)C1=NC=CC(=N1)C1=CC(=CN1)C(=O)Cl (S)-5-(2-(4-(5-(3,5-difluorophenyl)-4,5-dihydro-1H-pyrazole-1-carbonyl)piperazin-1-yl)pyrimidin-4-yl)-1H-pyrrole-3-carbonyl chloride